FC(C1=CC=C(C=C1)C1CN(CC1)C1=CC=C(N)C=C1)(F)F 4-(3-(4-(trifluoromethyl)phenyl)pyrrolidin-1-yl)aniline